10-bromo-4,6,8-trimethylundecyl heptoxymethyl ether C(CCCCCC)OCOCCCC(CC(CC(CC(C)Br)C)C)C